tert-butyl N-[(1S)-1-(3,3-difluorocyclobutyl)-2-oxo-ethyl]carbamate FC1(CC(C1)[C@@H](C=O)NC(OC(C)(C)C)=O)F